C(C=C)(=O)N1[C@H](CN(CC1)C=1C2=C(N=C(N1)OC[C@H]1N(CCC1)CC([2H])([2H])[2H])CN(CC2)C2=CC=CC1=CC=CC(=C21)C)CC#N 2-((S)-1-acryloyl-4-(2-(((S)-1-(ethyl-2,2,2-d3)pyrrolidin-2-yl)methoxy)-7-(8-methylnaphthalen-1-yl)-5,6,7,8-tetrahydropyrido[3,4-d]pyrimidin-4-yl)piperazin-2-yl)acetonitrile